methyl (2S)-2-methyl-2-[(4R)-2-oxo-4-phenyl-oxazolidine-3-carbonyl]pentanoate C[C@](C(=O)OC)(CCC)C(=O)N1C(OC[C@H]1C1=CC=CC=C1)=O